N-(5-Chloro-1H-indol-3-yl)-1-(prop-2-yn-1-yl)-5-(trifluoromethoxy)-1H-benzo[d]imidazole-2-amine ClC=1C=C2C(=CNC2=CC1)NC1=NC2=C(N1CC#C)C=CC(=C2)OC(F)(F)F